2-(2,4-dimethylphenyl)-sulfonylacetonitrile CC1=C(C=CC(=C1)C)S(=O)(=O)CC#N